[N+](=O)([O-])C=1N=NN(C1)CC(=O)O (4-nitro-1H-1,2,3-triazol-1-yl)acetic acid